CC=1C=C(C=CC1C)C=1C=C2C(=CNC2=CC1)CC(=O)O 5-(3,4-dimethylphenyl)-indole-3-acetic Acid